tert-butyl 2-((3-(4-(trifluoromethoxy)benzyl)-1,2,4-oxadiazol-5-yl)methyl)acrylate FC(OC1=CC=C(CC2=NOC(=N2)CC(C(=O)OC(C)(C)C)=C)C=C1)(F)F